N-(3-(1H-1,2,4-triazol-1-yl)propyl)-3-(trimethoxysilyl)-N-((trimethoxysilyl)propyl)propan-1-amine N1(N=CN=C1)CCCN(CCC[Si](OC)(OC)OC)CCC[Si](OC)(OC)OC